C(C)(C)(C)OC(=O)[C@H]1N([C@H](CC1)CCOS(=O)(=O)C)CC1=CC=CC=C1 (2S,5R)-1-benzyl-5-(2-((methylsulfonyl)oxy)ethyl)pyrrolidine-2-carboxylic acid tert-butyl ester